7-(pyrimidin-4-ylamino)-3,4-dihydro-1H-pyrido[1,2-a]-pyridine N1=CN=C(C=C1)NC1=CC=C2N(CCCC2)C1